ClC=1C=C2C(=C(C=NC2=C(C1)F)C#N)N1CCN(CC1)C(C(=C)F)=O 6-chloro-8-fluoro-4-(4-(2-fluoroacryloyl)piperazin-1-yl)quinoline-3-carbonitrile